N1C=C(C=2C1=NC=CC2)C2=NN(N=C2)C=2C=C(C=CC2)[C@]2(C(N(CC2)C)=O)O |r| Racemic-3-(3-(4-(1H-Pyrrolo[2,3-b]pyridin-3-yl)-2H-1,2,3-triazol-2-yl)phenyl)-3-hydroxy-1-methylpyrrolidin-2-one